(1R,3R,5R)-N-(4-methyl-3-pyrimidin-2-ylphenyl)-2-pyrimidin-2-yl-2-azabicyclo[3.1.0]hexane-3-carboxamide CC1=C(C=C(C=C1)NC(=O)[C@@H]1N([C@@H]2C[C@@H]2C1)C1=NC=CC=N1)C1=NC=CC=N1